COC1=CC=C(C=C1)C(=CC1=NC2=C(N1C)C=CC=C2)OC(C2=CC=C(C=C2)OCC)=O 1-(4-methoxyphenyl)-2-(1-methyl-1H-benzo[d]imidazol-2-yl)vinyl-4-ethoxybenzoate